COC1CN(CC1)C=1C=C2C(N(C(C2=CC1)=O)CC1=CC2=C(NC(O2)=O)C=C1)C 6-((5-(3-methoxypyrrolidin-1-yl)-3-methyl-1-oxoisoindolin-2-yl)methyl)benzo[d]oxazol-2(3H)-one